(3s,4r)-4-(4-fluoro-N,2-dimethyl-anilino)-3-methyl-piperidine-1-carboxylic acid tert-butyl ester C(C)(C)(C)OC(=O)N1C[C@@H]([C@@H](CC1)N(C1=C(C=C(C=C1)F)C)C)C